4-(3-benzhydrylthioureido)-N-(7-(hydroxyamino)-7-oxoheptyl)benzamide C(C1=CC=CC=C1)(C1=CC=CC=C1)NC(NC1=CC=C(C(=O)NCCCCCCC(=O)NO)C=C1)=S